C1=CC=CC2=CC=C3C=4C=CC(C4C=CC3=C12)=O 17H-cyclopenta[a]phenanthren-17-one